3-chloro-N-[2,6-difluoro-4-[2-(5-fluoro-3-pyridyl)ethynyl]phenyl]-2-methoxy-benzenesulfonamide ClC=1C(=C(C=CC1)S(=O)(=O)NC1=C(C=C(C=C1F)C#CC=1C=NC=C(C1)F)F)OC